methyl (E)-2-[(4-cyano-3-fluoro-2-methyl-phenyl)carbamoyl]-5-cyclopropyl-5-oxo-pent-3-enoate C(#N)C1=C(C(=C(C=C1)NC(=O)C(C(=O)OC)\C=C\C(=O)C1CC1)C)F